BrC1=CC(=C2C=CC=NC2=C1O)CN1CCN(CC1)CC=1SC=C(C1)Br 7-bromo-5-((4-((4-bromothiophen-2-yl)methyl)piperazin-1-yl)methyl)quinolin-8-ol